O(C=1C=C2C=CC=NC2=CC1)C=1C=C2C=CC=NC2=CC1 6,6'-Oxydiquinoline